(1-(3,3-difluoropropyl)-1H-pyrazolo[3,4-b]pyridine-6-yl)-4-((2-hydroxyethyl)sulfonamido)-2-(6-azaspiro[2.5]octan-6-yl)benzamide FC(CCN1N=CC=2C1=NC(=CC2)C=2C(=C(C(=O)N)C=CC2NS(=O)(=O)CCO)N2CCC1(CC1)CC2)F